ethyl 4-[4-(dimethoxymethyl)-1-piperidyl]-2-fluoro-benzoate COC(C1CCN(CC1)C1=CC(=C(C(=O)OCC)C=C1)F)OC